6-amino-2-(4-iodophenyl)-5-vinylpyrimidine-4-carboxylic acid methyl ester COC(=O)C1=NC(=NC(=C1C=C)N)C1=CC=C(C=C1)I